C1OCC12CN(C2)C2CCC(CC2)NC=2C=1C=C(N(C1C=CC2)CC(F)(F)F)C#CCNC2=C(C=C(C=C2)S(=O)(=O)CC)OC N-((1R,4R)-4-(2-oxa-6-azaspiro[3.3]heptan-6-yl)cyclohexyl)-2-(3-((4-(ethylsulfonyl)-2-methoxyphenyl)amino)prop-1-yn-1-yl)-1-(2,2,2-trifluoroethyl)-1H-indol-4-amine